terephthalic acid bis(2-ethylhexyl) ester C(C)C(COC(C1=CC=C(C(=O)OCC(CCCC)CC)C=C1)=O)CCCC